di-tert-butyl-4-(4-((tert-butyldimethylsilyl)oxy)-2-methylbutan-2-yl)-5-((diisopropyloxyphosphoryl)oxy)isophthalic acid C(C)(C)(C)C1=C(C(=C(C(=C1C(=O)O)C(C)(C)C)C(=O)O)C(C)(CCO[Si](C)(C)C(C)(C)C)C)OP(=O)(OC(C)C)OC(C)C